(Z)-5-((dimethylamino)methylene)-3-isopropyl-6,7-dihydrobenzo[d]isoxazol-4(5H)-one CN(C)\C=C/1\CCC2=C(C(=NO2)C(C)C)C1=O